6-methyl-2,3-dihydro-1H-pyrrolo[3,4-c]pyridine hydrochloride Cl.CC1=CC2=C(C=N1)CNC2